COC1CCC(CC1)N1N=CC(=C1C)N ((1r,4R)-4-methoxycyclohexyl)-5-methyl-1H-pyrazol-4-amine